4-chloro-2-methoxybenzenesulfonyl chloride [(3S)-3-methylpyrrolidin-3-yl]-4-[3-(2-isopropoxy-3-pyridyl)pyrazolo[1,5-a]pyrimidin-5-yl]piperazine-1-carboxylate C[C@]1(CNCC1)OC(=O)N1CCN(CC1)C1=NC=2N(C=C1)N=CC2C=2C(=NC=CC2)OC(C)C.ClC2=CC(=C(C=C2)S(=O)(=O)Cl)OC